N[C@H](CC1=C(C=2N=C(N=C(C2S1)NCC=1SC=CC1)C#N)Br)C 6-[(2S)-2-Aminopropyl]-7-bromo-4-{[(thien-2-yl)methyl]amino}thieno[3,2-d]pyrimidine-2-carbonitrile